ClC=1C=C(C=CC1F)NC(N([C@H](C)C1=CNC(C2=CC=CC=C12)=O)CCC(=O)N(C)C)=O (R)-3-(3-(3-Chloro-4-fluorophenyl)-1-(1-(1-oxo-1,2-dihydroisochinolin-4-yl)ethyl)ureido)-N,N-dimethylpropanamid